tert-butyl (3S)-3-[(1-oxo-1,2-dihydropyrido[4,3-c]-1,6-naphthyridin-6-yl)amino]piperidine-1-carboxylate O=C1C=2C3=C(C(=NC2C=CN1)N[C@@H]1CN(CCC1)C(=O)OC(C)(C)C)C=CN=C3